C(C)OC(CC[C@@]1(/C(/CCC1)=N/[C@@H](C)C1=CC=CC=C1)C(=O)OCC)=O ethyl (S,E)-1-(3-ethoxy-3-oxopropyl)-2-(((S)-1-phenylethyl)imino)cyclopentane-1-carboxylate